3-fluoro-2-(2-methoxyethyl-sulfamoylamino)pyridine FC=1C(=NC=CC1)N(S(N)(=O)=O)CCOC